14-hydroxy-[1-tetradecanal] OCCCCCCCCCCCCCC=O